[N+](=O)([O-])/C=C/C=1SC=NN1 2-[(E)-2-nitrovinyl]-1,3,4-thiadiazole